6-[[6-[4-[(3R)-3-[(2,5,7-trimethyl-[1,2,4]triazolo[1,5-a]pyrimidin-6-yl)oxy]pyrrolidin-1-yl]phenyl]pyridazin-3-yl]methyl]-2-oxa-6-azaspiro[3.3]heptane CC1=NN2C(N=C(C(=C2C)O[C@H]2CN(CC2)C2=CC=C(C=C2)C2=CC=C(N=N2)CN2CC3(COC3)C2)C)=N1